1-(4-methoxyphenyl)cyclopentadecan-1-ol COC1=CC=C(C=C1)C1(CCCCCCCCCCCCCC1)O